2-(1-amino-5-(tert-butoxy)-1,5-dioxopentan-2-yl)-1-oxoisoindole NC(C(CCC(=O)OC(C)(C)C)N1C(C2=CC=CC=C2C1)=O)=O